4-(5-chloro-2-methoxyphenyl)-N-[6-(4-hydroxypiperidin-1-yl)-[1,3]thiazolo[4,5-b]pyrazin-2-yl]-6-methylpyridine-3-carboxamide ClC=1C=CC(=C(C1)C1=C(C=NC(=C1)C)C(=O)NC=1SC=2C(=NC=C(N2)N2CCC(CC2)O)N1)OC